NC=1C(=C(C=C(C1C(=O)NC=1C=NC(=C(C1)Cl)N1N=CC=N1)Cl)C1=CC=C(C=C1C#C)F)F amino-5-chloro-N-(5-chloro-6-(2H-1,2,3-triazol-2-yl)pyridin-3-yl)-6'-ethynyl-2,4'-difluoro-[1,1'-biphenyl]-4-carboxamide